tert-butyl (R)-5-((2S,6R)-2,6-dimethylmorpholino)-3-((methyl((S)-5,6,7,8-tetrahydroquinolin-8-yl)amino)methyl)-3,4-dihydroisoquinoline-2(1H)-carboxylate C[C@@H]1O[C@@H](CN(C1)C1=C2C[C@@H](N(CC2=CC=C1)C(=O)OC(C)(C)C)CN([C@H]1CCCC=2C=CC=NC12)C)C